Cl.Cl.C12CN(CC(N1)C2)C2=CC=C(C=N2)C=2C=1N(C=C(C2)OCC(C)(C)O)N=CC1C#N 4-(6-(3,6-diazabicyclo[3.1.1]heptan-3-yl)pyridin-3-yl)-6-(2-hydroxy-2-methylpropyloxy)pyrazolo[1,5-a]pyridine-3-carbonitrile-dihydrochloride